(S)-10-((6-chloro-2-methylpyrimidin-4-yl)amino)-2-cyclopropyl-3,3-difluoro-7-methyl-1,2,3,4-tetrahydro-[1,4]oxazepino[2,3-c]quinolin-6(7H)-one ClC1=CC(=NC(=N1)C)NC1=CC=2C3=C(C(N(C2C=C1)C)=O)OCC([C@@H](N3)C3CC3)(F)F